CC1(CCCCC1)OB(O)O 1-methylcyclohexyl-boric acid